CC1=C(C=NC=C1)C1N(CCC1)C 4-methyl-3-(1-methylpyrrolidin-2-yl)pyridine